[2-fluoro-4-[1-methyl-4-(trifluoromethyl)imidazol-2-yl]phenyl]methanol FC1=C(C=CC(=C1)C=1N(C=C(N1)C(F)(F)F)C)CO